ClC1=CC=C(C=C1)N1N=CC(=C1)S(=O)(=O)NC1=C(C=C(C=C1)OC1CN(C1)CC1=CC(=C(C=C1)NS(=O)(=O)C=1C=NN(C1)C1=CC=C(C=C1)Cl)CC(=O)OC)CC(=O)OC methyl 2-(2-(1-(4-chlorophenyl)-1H-pyrazole-4-sulfonamido)-5-((1-(4-(1-(4-chlorophenyl)-1H-pyrazole-4-sulfonamido)-3-(2-methoxy-2-oxoethyl)benzyl)azetidin-3-yl)oxy)phenyl)acetate